CO[C@H]1CC[C@H](CC1)NC=1N=CC2=C(N1)NC=C2C2OC1=C(C(NC2)=O)C=CC=C1 (2-((cis-4-methoxycyclohexyl)amino)-7H-pyrrolo[2,3-d]pyrimidin-5-yl)-3,4-dihydrobenzo[f][1,4]oxazepin-5(2H)-one